C(C)(C)(C)C=1SC2=C(N1)C(CC1(CCN(CC1)C(=O)C1=CC=C3C(=CN=C(C3=C1)NC)C)C2)=O 2-(tert-butyl)-1'-(4-methyl-1-(methylamino)isoquinoline-7-carbonyl)-5H-spiro[benzo[d]thiazol-6,4'-piperidin]-4(7H)-one